O=C1NC(CCC1N1C(C2=CC=C(C=C2C1=O)N1CCN(CC1)CCCN1CCN(CC1)CCOC1=CC=C(OC=2C3=C(SC2C2=CC=C(C=C2)F)C=C(C=C3)B(O)O)C=C1)=O)=O (3-(4-(2-(4-(3-(4-(2-(2,6-dioxopiperidin-3-yl)-1,3-dioxoisoindolin-5-yl)piperazin-1-yl)propyl)piperazin-1-yl)ethoxy)phenoxy)-2-(4-fluorophenyl)benzo[b]thiophen-6-yl)boronic acid